6-((1R,2R)-2-(4-Fluoro-1H-pyrazol-1-yl)cyclobutyl)-4-oxo-1-((S)-1-(6-(trifluoromethyl)pyridin-3-yl)ethyl)-4,5-dihydro-1H-pyrazolo[3,4-d]pyrimidin-3-carbonitril FC=1C=NN(C1)[C@H]1[C@@H](CC1)C=1NC(C2=C(N1)N(N=C2C#N)[C@@H](C)C=2C=NC(=CC2)C(F)(F)F)=O